methane benzenesulfonate C1(=CC=CC=C1)S(=O)(=O)O.C